C(CCC)C=1C(=C(C(C(=O)O)=CC1)C(=O)O)CCCC.C(C=1C(C(=O)OCCCC)=CC=CC1)(=O)OCCCC dibutyl phthalate [dibutyl phthalate]